NC1C(CC(CC1)N)N 1,2,4-triaminocyclohexane